C1(CCCC1)NC(OC1=CC(=CC=C1)C=1C=NC=C(C1)C=1SC=CC1)=O 3-(5-(thiophen-2-yl)pyridin-3-yl)phenyl cyclopentylcarbamate